C1(CCC1)OC1=CC=CC(=N1)C=1C=C2C=CC(=CC2=CC1)C(=O)OC Methyl 6-(6-cyclobutoxy-pyridin-2-yl)-naphthalene-2-carboxylate